C(C=C)(=O)N1C[C@@H](N(C[C@H]1C)C1=NC(N2C3=C(C(=C(C=C13)Cl)C1=CC=C(C=C1)F)SC[C@@H]2CN2CCN(CC2)C2CC2)=O)C (S)-7-((2S,5R)-4-acryloyl-2,5-dimethylpiperazin-1-yl)-9-chloro-3-((4-cyclopropylpiperazin-1-yl)methyl)-10-(4-fluorophenyl)-2H-[1,4]thiazino[2,3,4-ij]quinazolin-5(3H)-one